FC=1C=C(C=CC1)PC1=CC=CC=C1.[Cl] chlorine (3-fluorophenyl)(phenyl)phosphine